[Br-].COCC[N+]1(C(=NC2=C1C(C1=CC=CC=C1C2=O)=O)C)CC2=NC=CN=C2 1-(2-Methoxyethyl)-2-methyl-4,9-dioxo(pyrazin-2-ylmethyl)-4,9-dihydro-1H-naphtho[2,3-d]imidazolium bromide